1-(4-nitro-[1,1'-biphenyl]-3-yl)ethan-1-one [N+](=O)([O-])C1=C(C=C(C=C1)C1=CC=CC=C1)C(C)=O